mono(hexyl) Phthalate C(C=1C(C(=O)[O-])=CC=CC1)(=O)OCCCCCC